1-(cyclopropylmethyl)-6-fluoro-8-(6-fluoro-1-methylsulfonylindazol-4-yl)-4,4,9-trimethyl-5H-pyrazolo[4,3-c]quinoline C1(CC1)CN1N=CC=2C(NC=3C(=CC(=C(C3C21)C)C2=C1C=NN(C1=CC(=C2)F)S(=O)(=O)C)F)(C)C